C(CC)OC(=O)C1=C(N=C(S1)C(=O)N1C[C@@H](CC1)NC(C1=CC(=CC=C1)C1=NOC(=N1)C)=O)C (R)-4-methyl-2-(3-(3-(5-methyl-1,2,4-oxadiazol-3-yl)benzoylamino)pyrrolidine-1-carbonyl)thiazole-5-carboxylic acid propyl ester